BrC1=CN=C2C=NC(N(N21)CC2=NC1=C(N2)C=CC=C1OC)N1CCN(CC1)C 7-bromo-N-[(4-methoxy-1H-benzimidazol-2-yl)methyl]-2-(4-methylpiperazin-1-yl)imidazo[2,1-f][1,2,4]triazin